COC1=NC=C(C(=C1)C(F)(F)F)C1=NC=NN1 2-Methoxy-5-(1H-1,2,4-triazol-5-yl)-4-(trifluoromethyl)pyridine